C(C)OC(C1=C(C=C(C(=C1)[N+](=O)[O-])F)Cl)=O 2-chloro-4-fluoro-5-nitrobenzoic acid ethyl ester